bis(neodecanoyl)diisopropylbenzene C(CCCCCC(C)(C)C)(=O)C1=C(C(=C(C=C1)C(C)C)C(C)C)C(CCCCCC(C)(C)C)=O